CN1N=CC(=C1S(NC)(=O)=O)NC(=O)[C@H]1[C@@H](CCCC1)C(C1=CC=C(C=C1)C1=CC(=NN1)C)=O (1R,2R)-N-[1-Methyl-5-(methylsulfamoyl)-1H-pyrazol-4-yl]-2-[4-(3-methyl-1H-pyrazol-5-yl)benzoyl]cyclohexanecarboxamide